N-((3S,4S,6R)-4-azido-6-((S)-1-(4-fluorophenyl)-1,2,3,4-tetrahydroisoquinoline-2-carbonyl)tetrahydro-2H-pyran-3-yl)acetamide N(=[N+]=[N-])[C@@H]1[C@@H](CO[C@H](C1)C(=O)N1[C@H](C2=CC=CC=C2CC1)C1=CC=C(C=C1)F)NC(C)=O